O[C@]1(CCN(CC12CCCC2)C([C@@H](CC(F)(F)F)CO)=O)CN2C(C=C(C(=C2)C(=O)N2CCOCC2)C2=CC=CC=C2)=O 1-(((S)-10-Hydroxy-7-((S)-4,4,4-trifluoro-2-(hydroxymethyl)butanoyl)-7-azaspiro[4.5]decan-10-yl)methyl)-5-(morpholin-4-carbonyl)-4-phenylpyridin-2(1H)-on